[N+](=O)([O-])[O-].[Fe+3].[N+](=O)([O-])[O-].[N+](=O)([O-])[O-] iron (III) nitrate